NC1=NC(=NC=C1)N1C[C@@]([C@@H](CC1)O)(F)CC |r| rac-cis-1-(4-aminopyrimidin-2-yl)-3-ethyl-3-fluoropiperidin-4-ol